C1(CC1)CN1N=C(CC1=O)CN(C(OC(C)(C)C)=O)C tert-Butyl {[1-(cyclopropylmethyl)-5-oxo-4,5-dihydro-1H-pyrazol-3-yl]-methyl}methylcarbamate